C(CCCC)C=1C(=C(C=CC1)NC(=O)N)CCCCC N-(dipentylphenyl)urea